FC1=C(C=C(C=C1)[C@H](NC(=O)N1[C@@H](C(NCC1)=O)C)[C@@H]1CC[C@@H](CC1)C(F)(F)F)C (2R)-N-((R)-(4-fluoro-3-methylphenyl)(cis-4-(trifluoromethyl)cyclohexyl)-methyl)-2-methyl-3-oxopiperazine-1-carboxamide